aminobenzophenazinone NC1C(C2=C(C=CC=3N=C4C=CC=CC4=NC23)C=C1)=O